FC(C(F)(F)F)(O)C(C(C(C(C(F)(F)F)(F)F)(F)F)(F)F)(F)F Perfluoropentyl-ethanol